1-cyclobutanedimethylamine C1(CCC1)(CN)CN